3-(2,6-dichlorophenyl)-5-(1-fluorocyclopropyl)-1,2-oxazole-4-carbonyl chloride ClC1=C(C(=CC=C1)Cl)C1=NOC(=C1C(=O)Cl)C1(CC1)F